2-(1-(benzo[4,5]imidazo[1,2-a]pyrimidin-2-yl)piperidin-4-yl)ethan-1,1-d2-1-ol N=1C=2N(C=CC1N1CCC(CC1)CC(O)([2H])[2H])C1=C(N2)C=CC=C1